NC1=NC=CC(=C1Cl)SC=1C=2N(C=NC1)C=CN2 8-((2-amino-3-chloropyridin-4-yl)thio)imidazo[1,2-c]pyrimidin